6-[8-(1,3-benzothiazol-2-ylcarbamoyl)-3,4-dihydro-1H-isoquinolin-2-yl]-3-[2-methyl-4-[3-[1-(2-oxoethyl)-4-piperidyl]propoxy]phenyl]pyridine-2-carboxylic acid S1C(=NC2=C1C=CC=C2)NC(=O)C=2C=CC=C1CCN(CC21)C2=CC=C(C(=N2)C(=O)O)C2=C(C=C(C=C2)OCCCC2CCN(CC2)CC=O)C